2-((2S,3S)-2-amino-3-methylpentanamido)-3-(3-fluorophenyl)propanoic acid N[C@H](C(=O)NC(C(=O)O)CC1=CC(=CC=C1)F)[C@H](CC)C